di(carbazolyl)di(carbazolyl)quaterbenzene C1(=CC=CC=2C3=CC=CC=C3NC12)C=1C(=C(C(=C(C1)C=1C(=CC=CC1)C=1C(=CC=CC1)C1=CC=CC=C1)C1=CC=CC=2C3=CC=CC=C3NC12)C1=CC=CC=2C3=CC=CC=C3NC12)C1=CC=CC=2C3=CC=CC=C3NC12